C(CCCCCCC)O n-octane-1-ol